6-(1,3-benzoxazol-2-yl)-5-hydroxy-3-methyl-2-(methylamino)-3,4-dihydropyrimidin-4-one O1C(=NC2=C1C=CC=C2)C2=C(C(N(C(=N2)NC)C)=O)O